1,4-diphenyl-3-trifluoromethyl-1H-pyrazole-5-carbonitrile C1(=CC=CC=C1)N1N=C(C(=C1C#N)C1=CC=CC=C1)C(F)(F)F